2-oxopropane-1,3-diylbis(4-ethylcyclohexane-1-carboxylate) O=C(CC1(CCC(CC1)CC)C(=O)[O-])CC1(CCC(CC1)CC)C(=O)[O-]